ClC1=C(C(=C(C=C1OC)OC)F)C1=CC2=C(N=C(N=C2)N[C@H]2[C@H](COC2)NC(C=C)=O)C=N1 N-((3R,4S)-4-((6-(2-chloro-6-fluoro-3,5-dimethoxyphenyl)pyrido[3,4-d]pyrimidin-2-yl)amino)tetrahydrofuran-3-yl)acrylamide